1-(4-Nitrophenyl)-1H-pyrrole-2-carboxylic acid [N+](=O)([O-])C1=CC=C(C=C1)N1C(=CC=C1)C(=O)O